(2'-(4,5-Dimethyl-1H-imidazol-2-yl)-3,4'-bipyridin-5-yl)(pyrrolidin-1-yl)methanone CC=1N=C(NC1C)C1=NC=CC(=C1)C=1C=NC=C(C1)C(=O)N1CCCC1